6-Chloro-9-(prop-2-yn-1-yl)-9H-purine ClC1=C2N=CN(C2=NC=N1)CC#C